O1CCC(CC1)C=1SC=C(N1)CO (2-(tetrahydro-2H-pyran-4-yl)thiazol-4-yl)methanol